NC1CC(CC1)C1=CC(=NN1C(C)(C)C)NC1=NC=CC=N1 N-(5-(3-aminocyclopentyl)-1-(tert-butyl)-1H-pyrazol-3-yl)pyrimidin-2-amine